C(=O)C1=C(C=C(C(=O)N(C)C)C=C1)O 4-formyl-3-hydroxy-N,N-dimethylbenzamide